2-(3-fluoropropyl)-2H-1,2,3-triazole-4-carboxylic acid FCCCN1N=CC(=N1)C(=O)O